(R)-N-(1-(6,7-difluoro-4-oxo-3,4-dihydrophthalazin-1-yl)ethyl)-N-methyl-1H-indazole-5-carboxamide FC=1C=C2C(NN=C(C2=CC1F)[C@@H](C)N(C(=O)C=1C=C2C=NNC2=CC1)C)=O